(E)-4-(2-Fluorostyryl)-1-methylpyridin-1-ium iodide [I-].FC1=C(/C=C/C2=CC=[N+](C=C2)C)C=CC=C1